FC1=CC=C(C=C1)C(C)(N)C=1C=NC(=NC1)N1CCNCC1 (4-fluorophenyl)-1-(2-piperazin-1-ylpyrimidin-5-yl)ethanamine